C(C)(=O)N([C@@H](CSSC[C@@H](C(=O)O)N)C(=O)O)C(C)=O N,N-diacetyl-cystine